C(C1=CC=CC=C1)N1N=NC(=C1C1=NC2=CC(=CN=C2C=C1)C=1C=NN(C1)C1CNCCC1)C1=NC(=CC=C1)C 2-[3-benzyl-5-(6-methyl-2-pyridyl)triazol-4-yl]-7-[1-(3-piperidyl)pyrazol-4-yl]-1,5-naphthyridine